C(C1=CC=CC=C1)N1CCC(CC1)NC=1C=C2C=NNC2=CC1 (1-benzylpiperidin-4-yl)-(1H-indazol-5-yl)amine